BrC=1C=C2C=C(C=NC2=C(C1)O)C(=O)O 6-Bromo-8-hydroxyquinoline-3-carboxylic acid